t-butoxydiphenyl-chlorosilane C(C)(C)(C)O[Si](Cl)(C1=CC=CC=C1)C1=CC=CC=C1